(-)-o-chloromandelate ClC1=C(C(C(=O)[O-])O)C=CC=C1